C(C#CC)(=O)N1C[C@H](CC1)C(=O)N([C@@H](C(C)C)C(=O)[O-])C N-((S)-1-(but-2-ynoyl)pyrrolidine-3-carbonyl)-N-methyl-L-valinate